3-((3-methoxyphenyl)(methyl)carbamoyl)bicyclo[1.1.1]pentan-1-yl (1-(4-(2,6-dioxopiperidin-3-yl)-3,5-difluorophenyl)azetidin-3-yl)carbamate O=C1NC(CCC1C1=C(C=C(C=C1F)N1CC(C1)NC(OC12CC(C1)(C2)C(N(C)C2=CC(=CC=C2)OC)=O)=O)F)=O